O1N=C(C2=C1C=CC=C2)C2=C(C=N[S@@](=O)C(C)(C)C)C=CC=C2 (S)-N-[2-(benzo[d]isoxazol-3-yl)benzylidene]-2-methylpropane-2-sulfinamide